succinic acid sodium acetate C(C)(=O)[O-].[Na+].C(CCC(=O)O)(=O)O